1,20-dibromo-10-eicosene BrCCCCCCCCCC=CCCCCCCCCCBr